tri-(ethylvinyl)cyclotrisiloxane C(C)C=C[SiH]1O[SiH](O[SiH](O1)C=CCC)C=CCC